1-[9-ethyl-6-benzoyl-9H-carbazol-3-yl]-pentane C(C)N1C2=CC=C(C=C2C=2C=C(C=CC12)CCCCC)C(C1=CC=CC=C1)=O